methyl 4-bromo-2-methyl-benzoate BrC1=CC(=C(C(=O)OC)C=C1)C